NC=1C2=C(N=C(N1)C)N(C=C2C2=C(C=C(C=C2)NC(C(O)C2=CC(=CC(=C2)C)F)=O)C)C N-(4-(4-amino-2,7-dimethyl-7H-pyrrolo[2,3-d]pyrimidin-5-yl)-3-methylphenyl)-2-(3-fluoro-5-methylphenyl)-2-hydroxyacetamide